ClC=1C(=NC=C(N1)C1=NN(C=C1)C)C(=O)OC methyl 3-chloro-5-(1-methyl-1H-pyrazol-3-yl)pyrazine-2-carboxylate